ethyl 2-bromoimidazo[1,5-b]pyridazine-5-carboxylate BrC=1C=CC=2N(N1)C=NC2C(=O)OCC